C(C)OC(=O)C=1N(C2=C(C=C(C=C2C(C1)=C=O)F)C(CC1CC1)O)C 8-(2-cyclopropyl-1-hydroxyethyl)-6-fluoro-1-methyl-4-carbonyl-1,4-dihydroquinoline-2-carboxylic acid ethyl ester